(R)-1-(2-(1-aminoethyl)pyridin-4-yl)-1,1-difluoro-2-methylpropan-2-ol hydrochloride Cl.N[C@H](C)C1=NC=CC(=C1)C(C(C)(O)C)(F)F